C(=O)(O)[C@H](CC1=CN=CN1CC1=CC(=CC(=C1)Cl)Cl)CC(C([C@@](N([2H])[2H])(C(=O)O)[2H])([2H])[2H])(C([2H])([2H])[2H])[2H] ((S)-1-carboxy-2-(1-(3,5-dichlorobenzyl)-1H-imidazol-5-yl)ethyl)-D-leucine-d9